C(#N)C1=CC=C2C=CN(C2=C1)CC=1N(C=CN1)CCCCC(=O)O 5-(2-((6-cyano-1H-indol-1-yl)methyl)-1H-imidazol-1-yl)pentanoic acid